[(3S,9aS)-3-(3-Chloro-4-fluorophenyl)-3,4,6,7,9,9a-hexahydro-1H-pyrazino[2,1-c][1,4]oxazin-8-yl]-(2-chloro-6-fluoro-3-methoxyphenyl)methanon ClC=1C=C(C=CC1F)[C@H]1CN2[C@H](CO1)CN(CC2)C(=O)C2=C(C(=CC=C2F)OC)Cl